Cl.COC=1C=CC=C2C(=CC=NC12)OC1CCNCC1 8-methoxy-4-(piperidin-4-yloxy)quinoline hydrochloride